[Si](C)(C)(C(C)(C)C)OC1=C[C@@H](O[C@@H]1CO[Si](C)(C)C(C)(C)C)C=1C=CC(=NC1)NC(C)=O N-(5-((2R,5R)-4-((tert-butyldimethylsilyl)oxy)-5-(((tert-butyldimethylsilyl)oxy)methyl)-2,5-dihydrofuran-2-yl)pyridin-2-yl)acetamide